dimethyl-Methylthiosulfonium Triflate [O-]S(=O)(=O)C(F)(F)F.C[S+](SC)C